(R)-2-(6-(2,5-dichloropyrimidin-4-yl)-1-oxoisoindolin-2-yl)-N-((S)-2-hydroxy-1-(3-methoxybenzyl)ethyl)propanamide ClC1=NC=C(C(=N1)C1=CC=C2CN(C(C2=C1)=O)[C@@H](C(=O)N[C@H](CO)CC1=CC(=CC=C1)OC)C)Cl